NC1=CC(=C(C=C1F)P(C)(C)=O)F (4-amino-2,5-difluorophenyl)dimethylphosphine oxide